(tert-butyl 4-(bis(4-methoxybenzyl) amino)-6-(bromomethyl)-2-butoxypyrimidin-5-yl) carbamate C(N)(OC=1C(=NC(N(C1CBr)C(C)(C)C)OCCCC)N(CC1=CC=C(C=C1)OC)CC1=CC=C(C=C1)OC)=O